OCC(C(=O)O)(C)C.OCC(C(=O)O)(C)C hydroxypivalic acid Hydroxypivalate